diphenylphosphinyloxybisphenol A C1(=CC=CC=C1)P(=O)(OC1=C(O)C=CC(=C1)C(C)(C)C1=CC=C(C=C1)O)C1=CC=CC=C1